tert-butyl trans-3-(4-(3-(methylsulfonyl)phenyl)-1H-1,2,3-triazol-1-yl)-4-(4-(trifluoromethyl)benzyloxy)pyrrolidine-1-carboxylate CS(=O)(=O)C=1C=C(C=CC1)C=1N=NN(C1)[C@@H]1CN(C[C@H]1OCC1=CC=C(C=C1)C(F)(F)F)C(=O)OC(C)(C)C